1-((3aR,4R,6S,6aS)-6-fluoro-6-(hydroxymethyl)-2-methoxy-3a-methyltetrahydrofuro[3,4-d][1,3]dioxol-4-yl)pyrimidine-2,4(1H,3H)-dione F[C@@]1(O[C@H]([C@]2([C@@H]1OC(O2)OC)C)N2C(NC(C=C2)=O)=O)CO